CN(CCNCCC1=NC2=C(C=C(C=C2C=C1)C(F)(F)F)[N+](=O)[O-])C N1,N1-dimethyl-N2-(2-(8-nitro-6-(trifluoromethyl)quinolin-2-yl)ethyl)ethane-1,2-diamine